tert-butyl (2S)-2-[(tert-butoxycarbonyl)amino]-4-oxobutanoate C(C)(C)(C)OC(=O)N[C@H](C(=O)OC(C)(C)C)CC=O